C(C)(C)(C)OC(CC(CC1=C(C(=C(C(=C1)OC[2H])F)F)Br)=O)=O.FC1(CCCCC1)C(=O)NC=1N=CC2=CC=C(C=C2C1)C1=CN=CN1C 1-fluoro-N-(6-(1-methyl-1H-imidazol-5-yl)isoquinolin-3-yl)cyclohexane-1-carboxamide tert-butyl-4-(2-bromo-3,4-difluoro-5-(methoxy-d)phenyl)-3-oxobutanoate